BrC=1C=C(C(=NC1OC(COCCC)C)C)N=CN(C)CC N'-[5-bromo-2-methyl-6-(1-methyl-2-propoxyethoxy)-3-pyridyl]-N-ethyl-N-methyl-formamidine